6-((5-methyl-3-(6-methyl-3-pyridinyl)isoOxazol-4-yl)methoxy)pyridine-3-carboxamide CC1=C(C(=NO1)C=1C=NC(=CC1)C)COC1=CC=C(C=N1)C(=O)N